O1C(=CC2=C1C=CC=C2)C(C)NCC2(CCCCC2)O (((1-(benzofuran-2-yl)ethyl)amino)methyl)cyclohexanol